1-((6-(dimethylphosphoryl)pyridin-3-yl)carbamoyl)-6-azaspiro[2.5]octane-6-carboxylate CP(=O)(C)C1=CC=C(C=N1)NC(=O)C1CC12CCN(CC2)C(=O)[O-]